(E)-3-(3,4-dimethoxyphenyl)-N-(6-hydroxyhexyl)prop-2-enamide COC=1C=C(C=CC1OC)/C=C/C(=O)NCCCCCCO